1,3-THIAZOL-2-YL-CARBOXAMIDE S1C(=NC=C1)C(=O)N